FC1(CC(C1)C1=CC(=C(C=C1)B1OC(C(O1)(C)C)(C)C)C1CCC(CC1)(F)F)F 2-[4-(3,3-Difluorocyclobutyl)-2-(4,4-difluorocyclohexyl)phenyl]-4,4,5,5-tetramethyl-1,3,2-dioxaborolane